adenineAT N1=C(N=C2N=CNC2=C1N)C(=O)[O-]